(S)-3,3-dimethyl-2-(1-(pent-4-en-1-yl)-1H-indazole-3-carboxamido)butyric acid CC([C@@H](C(=O)O)NC(=O)C1=NN(C2=CC=CC=C12)CCCC=C)(C)C